(piperidin-4-yl)quinazoline N1CCC(CC1)C1=NC2=CC=CC=C2C=N1